(S)-5-methyl-N-(3-(1-((7-(1-methyl-1H-pyrazol-4-yl)-5H-pyrrolo[2,3-b]pyrazin-2-yl)amino)ethyl)phenyl)-6-(methylamino)nicotinamide CC=1C(=NC=C(C(=O)NC2=CC(=CC=C2)[C@H](C)NC=2N=C3C(=NC2)NC=C3C=3C=NN(C3)C)C1)NC